2-methyl-4H-pyrrolo[3,2-d]thiazole-5-carboxylic acid ethyl ester C(C)OC(=O)C1=CC=2N=C(SC2N1)C